C(C(=C)C)(=O)ONC=O N-(methacryloyloxy)carboxamide